NC1=NC=NN2C1=C(C=C2C=2C=C(C(=O)N[C@@H]1CN(C[C@@H]1F)C([C@H](C(F)(F)F)O)=O)C=CC2)CN2CC(C2)(F)F 3-{4-amino-5-[(3,3-difluoroazetidin-1-yl)methyl]pyrrolo[2,1-f][1,2,4]triazin-7-yl}-N-[(3R,4S)-4-fluoro-1-[(2R)-3,3,3-trifluoro-2-hydroxypropanoyl]pyrrolidin-3-yl]benzamide